C\C(=C(\C(=O)O)/NC(=O)OC(C)(C)C)\C=1N(C=CN1)C.C(C)(C)(C)C1=C(C(O)=CC=C1)O tert-Butyl-catechol methyl-(E)-2-((tert-butoxycarbonyl)amino)-3-(1-methyl-1H-imidazol-2-yl)acrylate